CC(CCCC\C=C/CCCCCCC=O)CC (Z)-14-methylhexadec-8-enal